C[C@@H]1C[C@]2(N([C@@H](C1)C2)C(=O)NC2=CC(=C(C=C2)C)C2=NN(C=C2)C)C=2OC(=NN2)C (1R,3S,5S)-3-methyl-1-(5-methyl-1,3,4-oxadiazol-2-yl)-N-(4-methyl-3-(1-methyl-1H-pyrazol-3-yl)phenyl)-6-azabicyclo[3.1.1]heptane-6-carboxamide